BrCC1=C(C=CC=C1C)\C(\C(=O)OC)=N/OC methyl (2e)-2-[2-(bromo-methyl)-3-methyl-phenyl]-2-methoxyimino-acetate